5-chloro-2-(difluoromethyl)-N-((1r,4r)-4-((3-(2-fluoro-5-methoxyphenyl)-2-oxo-2,3-dihydro-1H-imidazo[4,5-c]pyridin-1-yl)methyl)cyclohexyl)nicotinamide ClC=1C=NC(=C(C(=O)NC2CCC(CC2)CN2C(N(C=3C=NC=CC32)C3=C(C=CC(=C3)OC)F)=O)C1)C(F)F